C1(CC1)C1=NN2C(=NN(C(C2=C1[N+](=O)[O-])=O)CC(=O)[O-])C(C)C 2-(2-cyclopropyl-7-isopropyl-3-nitro-4-oxopyrazolo[1,5-d][1,2,4]triazin-5(4H)-yl)acetate